2-(4-(N,N-bis(4-methoxybenzyl)sulfamoyl)-1H-imidazol-1-yl)-2-methylpropionic acid methyl ester COC(C(C)(C)N1C=NC(=C1)S(N(CC1=CC=C(C=C1)OC)CC1=CC=C(C=C1)OC)(=O)=O)=O